tert-butyl 4-(hydroxymethyl)-1H-indole-1-carboxylate OCC1=C2C=CN(C2=CC=C1)C(=O)OC(C)(C)C